C(C)C(C(=O)[O-])=C1NC[C@H](C1)C1=CC(=C(C=C1)OC)OC1CCCC1 (R)-(+)-Ethyl[4-(3-cyclopentyloxy-4-methoxyphenyl)pyrrolidin-2-ylidene]acetate